L-2,3,5,6-tetrahydroxy-2-hexenoic acid OC(C(=O)O)=C(C[C@@H](CO)O)O